(2S,6S)-2-methyl-3-(3-(1,2,3,4-tetrahydroisoquinoline-2-carbonyl)phenyl)-5,6-dihydro-2H-2,6-Methanobenzo[g][1,3,5]oxadiazocin-4(3H)-one C[C@@]12OC3=C([C@@H](NC(N1C1=CC(=CC=C1)C(=O)N1CC4=CC=CC=C4CC1)=O)C2)C=CC=C3